CC1=C(C(=O)C2=C(C=CC=C2)P([O-])(=O)C2=CC=CC=C2)C(=CC(=C1)C)C 2,4,6-trimethylbenzoyldiphenylphosphinate